tert-Butyl N-[(1R,3R)-3-[(6-bromo-3-chloro-pyrazin-2-yl)methylcarbamoyl]cyclohexyl]-carbamate BrC1=CN=C(C(=N1)CNC(=O)[C@H]1C[C@@H](CCC1)NC(OC(C)(C)C)=O)Cl